NN(N=N)N diaminotriazene